N1N=C(C=C1)[C@@H](C)N1C(N=C(C2=CC=C(C=C12)Cl)N(C)C)=O |r| racemic-1-(1-(1H-pyrazol-3-yl)ethyl)-7-chloro-4-(dimethylamino)quinazolin-2(1H)-one